3-Octoxypropane-1,2-diol C(CCCCCCC)OCC(CO)O